5-[(2-chloro-5-fluorophenyl)carbonyl]-6-fluoro-3-[(4-methoxyphenyl)methyl]-2-oxo-1H-benzo[d]imidazole-4-carbonitrile ClC1=C(C=C(C=C1)F)C(=O)C1=C(C2=C(NC(N2CC2=CC=C(C=C2)OC)=O)C=C1F)C#N